C1(CCCCC1)NC(=O)C=1NC(=CC1)CC N-cyclohexyl-5-ethyl-1H-pyrrole-2-carboxamide